COCCOC=1C=C2C=C(NC2=CC1)C=O 5-(2-methoxyethoxy)-1H-indole-2-carbaldehyde